ClC1=CC=C(C=C1)C(C(C(C)O)C1=CC=CC=C1)=O 1-(4-chlorophenyl)-3-hydroxy-2-phenylbutan-1-one